NCC(O)C1(CC1)S(=O)(=O)C1(CC1)CN1C(C2=C(CC1)C(=NN2C)C(=O)NCC2=CC=C(C=C2)C#N)=O 6-((1-((1-(2-Amino-1-hydroxyethyl)cyclopropyl)sulfonyl)cyclopropyl)methyl)-N-(4-cyanobenzyl)-1-methyl-7-oxo-4,5,6,7-tetrahydro-1H-pyrazolo[3,4-c]pyridine-3-carboxamide